2-[1-[4-[6-(cyclopentylamino)-2-pyridyl]-2,6-difluoro-phenyl]-4-piperidyl]acetic acid C1(CCCC1)NC1=CC=CC(=N1)C1=CC(=C(C(=C1)F)N1CCC(CC1)CC(=O)O)F